Cl.ClC=1C(NC(NC1CN1C(CCC1)=N)=O)=O 5-chloro-6-[(2-iminopyrrolidin-1-yl)methyl]pyrimidine-2,4(1H,3H)-dione monohydrochloride